(R)-2-(4-cyclopropyl-6-methoxypyrimidin-5-yl)-4-(1-(4-(1-ethyl-4-(trifluoromethyl)-1H-imidazol-2-yl)-3-fluorophenyl)ethyl)-[1,2,4]triazolo[1,5-a]pyrimidin-5(4H)-one C1(CC1)C1=NC=NC(=C1C1=NN2C(N(C(C=C2)=O)[C@H](C)C2=CC(=C(C=C2)C=2N(C=C(N2)C(F)(F)F)CC)F)=N1)OC